1-(benzo[d][1,3]dioxol-5-yl)-N-methylbutan-2-amine O1COC2=C1C=CC(=C2)CC(CC)NC